CS(=O)(=O)O.[C@H]12N[C@@H](C[C@H]2C1)C(=O)N (1S,3S,5R)-2-azabicyclo[3.1.0]hexane-3-carboxamide methanesulfonate